3-Amino-6-chloro-5-(pyridin-2-yl)pyrazine-2-carboxylic acid methyl ester COC(=O)C1=NC(=C(N=C1N)C1=NC=CC=C1)Cl